[C@@H]1([C@H](O)[C@@H](O)[C@H](O)[C@H](O1)CO)OC1C(OC(C2=C1C=C1C(=C2OC)C=CO1)=O)C 7,8-dihydro-8-β-D-glucopyranosyloxy-4-methoxy-7-methyl-5H-furo[2,3-g][2]benzopyran-5-one